C(C)N(C1=CC2=C(N(C(C(N2C)=O)=O)C2CCN(CC2)C2=NC=C(C=N2)C#N)N=C1)C 2-(4-(7-(ethyl(methyl)amino)-1-methyl-2,3-dioxo-2,3-dihydropyrido[2,3-b]pyrazine-4(1H)-yl)piperidin-1-yl)pyrimidine-5-carbonitrile